[Na].COC1=CC2=C(NC(=N2)S(=O)CC2=NC=C(C(=C2C)OC)C)C=C1 5-methoxy-2-{[(4-methoxy-3,5-dimethyl-2-pyridinyl)-methyl]-sulfinyl}-1H-benzimidazole sodium salt